3-[4-[[4-[4-[(3R,5R)-5-[(5-bromo-1-methyl-6-oxo-pyridazin-4-yl)amino]-1-methyl-3-piperidyl]benzoyl]piperazin-1-yl]methyl]-1-piperidyl]piperidine-2,6-dione BrC1=C(C=NN(C1=O)C)N[C@@H]1C[C@@H](CN(C1)C)C1=CC=C(C(=O)N2CCN(CC2)CC2CCN(CC2)C2C(NC(CC2)=O)=O)C=C1